4-hydroxyl-((R)-3-methyl-2-(3-(piperidin-4-ylmethoxy)isoxazol-5-yl)butanoyl)pyrrolidine-2-carboxamide OC1CC(N(C1)C([C@H](C(C)C)C1=CC(=NO1)OCC1CCNCC1)=O)C(=O)N